C1(CC1)C=1C=C(C=2N(C1)C=C(N2)CN2C(C1=CC=CC=C1C2=O)=O)C2(CNC2)F 2-((6-cyclopropyl-8-(3-fluoroazetidin-3-yl)imidazo[1,2-a]pyridin-2-yl)methyl)isoindoline-1,3-dione